[Al+3].C(C)O[C@H](C(=O)[O-])CC1=CC=C(C=C1)OCCN1C(=CC=C1C1=CC=C(C=C1)SC)C.C(C)O[C@H](C(=O)[O-])CC1=CC=C(C=C1)OCCN1C(=CC=C1C1=CC=C(C=C1)SC)C.C(C)O[C@H](C(=O)[O-])CC1=CC=C(C=C1)OCCN1C(=CC=C1C1=CC=C(C=C1)SC)C (S)-2-ethoxy-3-(4-(2-(2-methyl-5-(4-(methylthio)phenyl)-1H-pyrrol-1-yl)ethoxy)phenyl)propanoic acid aluminum salt